C(CCCCC(=O)OCCC=CCCCCC)(=O)OCC1=CC(=CC(=C1)CO)COC(CCC(OCCCCCCCC)OCCCCCCCC)=O (Z)-3-(((4,4-bis(octyloxy)butanoyl)oxy)methyl)-5-(hydroxymethyl)benzyl non-3-en-1-yl adipate